BrC=1C=C2C(=C(C(N(C2=NC1)CCN1CCOCC1)=O)C(=O)N)O 6-bromo-4-hydroxy-1-(2-morpholinoethyl)-2-oxo-1,8-naphthyridine-3-carboxamide